N1-(3,3''-Bis(tris(phenyl-d5)silyl)-[1,1':3',1''-terphenyl]-2'-yl-2,2'',4,4'',5,5'',6,6''-d8)benzene-1,2-diamin C1(=C(C(=C(C(=C1[2H])[2H])[2H])[2H])[2H])[Si](C1=C(C(=C(C(=C1[2H])[2H])[2H])C1=C(C(=CC=C1)C=1C(=C(C(=C(C1[2H])[2H])[2H])[Si](C1=C(C(=C(C(=C1[2H])[2H])[2H])[2H])[2H])(C1=C(C(=C(C(=C1[2H])[2H])[2H])[2H])[2H])C1=C(C(=C(C(=C1[2H])[2H])[2H])[2H])[2H])[2H])NC=1C(=CC=CC1)N)[2H])(C1=C(C(=C(C(=C1[2H])[2H])[2H])[2H])[2H])C1=C(C(=C(C(=C1[2H])[2H])[2H])[2H])[2H]